di(pentadecan-8-yl) 5-(N-ethyl-4-nitrophenylsulfonamido)nonanedioate C(C)N(S(=O)(=O)C1=CC=C(C=C1)[N+](=O)[O-])C(CCCC(=O)OC(CCCCCCC)CCCCCCC)CCCC(=O)OC(CCCCCCC)CCCCCCC